NC1(CC1)CN1CC(C1)OC1=C(C=2O[B-]([C@@H]3C[C@@H]3C2C=C1)(O)O)C(=O)[O-] (2S,4R)-9-{1-[(1-aminocyclopropyl)methyl]azetidin-3-yl}oxy-5,5-dihydroxy-6-oxa-5-boranuidatricyclo[5.4.0.02,4]undeca-1(7),8,10-triene-8-carboxylate